benzyl (trans-4-(2-oxo-3-(6-(trifluoromethyl)pyridin-3-yl)imidazolidin-1-yl)cyclohexyl)carbamate O=C1N(CCN1C=1C=NC(=CC1)C(F)(F)F)[C@@H]1CC[C@H](CC1)NC(OCC1=CC=CC=C1)=O